2,2-difluoro-3-((1R,3R)-1-(5-(((R)-1-((3-fluoropropyl)amino)propan-2-yl)oxy)-2-methoxyphenyl)-3-methyl-1,3,4,9-tetrahydro-2H-pyrido[3,4-b]indol-2-yl)propan-1-ol FC(CO)(CN1[C@@H](C=2NC3=CC=CC=C3C2C[C@H]1C)C1=C(C=CC(=C1)O[C@@H](CNCCCF)C)OC)F